(3S)-4,4-difluoro-tetrahydrofuran FC1(CCOC1)F